C1N(CC2=CC=CC=C12)C(=O)C1=CC=NC=2N1N=C(C2C(=O)N)COC 7-(isoindoline-2-carbonyl)-2-(methoxymethyl)pyrazolo[1,5-a]pyrimidine-3-carboxamide